N-Ethyl-N-(2-hydroxy-3-sulfopropyl)-3,5-dimethylaniline C(C)N(C1=CC(=CC(=C1)C)C)CC(CS(=O)(=O)O)O